acetic acid (Z)-10-tetradecenyl ester C(CCCCCCCC\C=C/CCC)OC(C)=O